C1C(CC2=CC=CC=C12)CNCCC1CN(C(O1)=O)C=1C=CC=2OCC(NC2N1)=O 6-[5-[2-(2,3-dihydro-1H-inden-2-ylmethylamino)ethyl]-2-oxo-1,3-oxazolidin-3-yl]-4H-pyrido[3,2-b][1,4]oxazin-3-one